BrC1=CC=C(C=C1)CC=1N=C(NC1)C(C)(C)C (4-Bromophenyl-methyl)-2-tert-butyl-imidazole